tert-butyl 3-[8-[8-ethynyl-7-fluoro-3-(methoxymethoxy)-1-naphthyl]-9-fluoro-1,3-dihydrofuro[3,4-c][2,7]naphthyridin-5-yl]-3,8-diazabicyclo[3.2.1]octane-8-carboxylate C(#C)C=1C(=CC=C2C=C(C=C(C12)C1=C(C=2C3=C(N=C(C2C=N1)N1CC2CCC(C1)N2C(=O)OC(C)(C)C)COC3)F)OCOC)F